N1(CCCC1)C1CCCCCCC1=O pyrrolidinocyclooctan-8-one